tert-butyl (R)-3-((3,5-difluoro-4-(methoxycarbonyl)benzyl)carbamoyl)morpholine-4-carboxylate FC=1C=C(CNC(=O)[C@@H]2N(CCOC2)C(=O)OC(C)(C)C)C=C(C1C(=O)OC)F